CC1=CC=C(C=C1)CN 1-(4-methylphenyl)methanamine